[Na].OC1=C(C(NC(N1)=O)=O)OC 6-Hydroxy-5-methoxy-1H-pyrimidine-2,4-dione, sodium salt